BrCC(=O)C1=C(C(=CC=C1)C)F 2-bromo-1-(2-fluoro-3-methylphenyl)ethan-1-one